C(C)N(CC)CCC1=CNC2=CC=C(C=C12)OC N,N-diethyl-2-(5-methoxy-1H-indol-3-yl)ethylamine